ClC=1C=C(C=CC1OCC1CC1)C1=CC(=CN=N1)C(=O)NCC=1C=NC=C(C1)F 6-[3-chloro-4-(cyclopropylmethoxy)phenyl]-N-[(5-fluoro-3-pyridinyl)methyl]pyridazine-4-carboxamide